9-diethylamino-5-benzo[a]phenoxazinone C(C)N(C=1C=C2OC3=CC(C4=C(C3=NC2=CC1)C=CC=C4)=O)CC